N-[2-chloro-4-(6-chloro-3,4-dihydro-1H-isoquinolin-2-yl)-6-trifluoromethyl-phenyl]-3,3-dimethylbutanamide ClC1=C(C(=CC(=C1)N1CC2=CC=C(C=C2CC1)Cl)C(F)(F)F)NC(CC(C)(C)C)=O